N-(hexadecyl)-N-(sulfo)acrylamide C(CCCCCCCCCCCCCCC)N(C(C=C)=O)S(=O)(=O)O